ethyl 7-methyl-4,5,7,8-tetrahydro-1H-oxepino[4,5-c]pyrazole-3-carboxylate CC1OCCC2=C(NN=C2C(=O)OCC)C1